CIS-4-(2-METHYL-2-PROPANYL)CYCLOHEXYL ACETATE C(C)(=O)O[C@@H]1CC[C@@H](CC1)C(C)(C)C